methyl 2,4-dimethylbenzenesulfonate CC1=C(C=CC(=C1)C)S(=O)(=O)OC